Methyl 6'-methylspiro[azetidine-3,2'-chromene]-7'-carboxylate CC=1C=C2C=CC3(OC2=CC1C(=O)OC)CNC3